5-Cyclopropyl-3-[(1,5-dimethylpyrazol-4-yl)amino]-6-(3-methylimidazo[4,5-c]pyridin-7-yl)pyrazin-2-carboxamid C1(CC1)C=1N=C(C(=NC1C=1C2=C(C=NC1)N(C=N2)C)C(=O)N)NC=2C=NN(C2C)C